C(N)(=O)C[C@@H](CC(=O)O)CC(C)C (S)-(+)-3-(carbamoylmethyl)-5-methylhexanoic acid